6-(4-(1-(tert-butyl)-3-(4-chloro-3-fluorophenyl)-1H-pyrrolo[2,3-b]pyridine-6-carbonyl)-3,3-dimethylpiperazin-1-yl)nicotinic acid C(C)(C)(C)N1C=C(C=2C1=NC(=CC2)C(=O)N2C(CN(CC2)C2=NC=C(C(=O)O)C=C2)(C)C)C2=CC(=C(C=C2)Cl)F